C(C)(C)(C)OC(=O)N1CCC(CC1)C1=NC=C(C=C1)C#N 4-(5-cyanopyridin-2-yl)piperidine-1-carboxylic acid tert-butyl ester